(2-chloro-4-methyl-phenyl)boronic acid ClC1=C(C=CC(=C1)C)B(O)O